CN1C(=NC(=C1)C)CCC 1,4-dimethyl-2-propyl-imidazole